5-(5-(1-methylcyclohexyloxycarbonyl)-2-norbornyloxycarbonyl)-7-oxo-bicyclo[2.2.1]Hept-2-ene CC1(CCCCC1)OC(=O)C1C2CC(C(C1)C2)OC(=O)C2C1C=CC(C2)C1=O